COC=1C=C2C(=NC=NC2=CC1NCCN1CCN(CC1)C)OC=1C=C(C(=O)NC2=CC(=CC=C2)C(F)(F)F)C=CC1C 3-(6-methoxy-7-(2-(4-methylpiperazin-1-yl)ethylamino)quinazolin-4-yloxy)-4-methyl-N-(3-(trifluoromethyl)phenyl)benzamide